ethyl 4-([1,4':1',4''-terpiperidin]-1''-yl)-3-((4-butoxyphenyl)sulfonyl)quinoline-6-carboxylate N1(CCCCC1)C1CCN(CC1)C1CCN(CC1)C1=C(C=NC2=CC=C(C=C12)C(=O)OCC)S(=O)(=O)C1=CC=C(C=C1)OCCCC